N=1N=NSC1 triazathiaole